N=1C=C(N2N=CC=CC21)NC(=O)C=2C=C1C=NNC1=CC2OC N-(Imidazo[1,2-b]pyridazin-3-yl)-6-methoxy-1H-indazole-5-carboxamide